6-Aza-7,7-dimethyl-spiro[4.5]decan CC1(NC2(CCCC2)CCC1)C